4-(((1R,4R)-4-aminocyclohexyl)amino)-2-benzyl-9H-pyrido[2',3':4,5]pyrrolo[2,3-d]pyrimidine-7-carbonitrile NC1CCC(CC1)NC=1C2=C(N=C(N1)CC1=CC=CC=C1)NC1=C2N=CC(=C1)C#N